NC=1C=C(CNC=2N=C3N(C=NC(=C3C(=O)N)NC3=CC(=CC(=C3)OC)OC)C2)C=CC1 ((3-aminobenzyl)amino)-7-((3,5-dimethoxyphenyl)amino)imidazo[1,2-c]pyrimidine-8-amide